2-chloro-4-(dibenzo[b,d]furan-3-yl)-6-(dibenzo[b,d]thiophen-4-yl)-1,3,5-triazine ClC1=NC(=NC(=N1)C=1C=CC2=C(OC3=C2C=CC=C3)C1)C1=CC=CC3=C1SC1=C3C=CC=C1